CCCN(CCC)C1=NC(=NC=N1)C bis(2-methylethyl)amino-6-methyl-1,3,5-triazine